FC(CN1N=CC(=C1)C1=NC(=NC=C1C(F)(F)F)NC1CCN(CC1)S(=O)(=O)C=1C=C(C=CC1)CO)(F)F (3-((4-((4-(1-(2,2,2-trifluoroethyl)-1H-pyrazol-4-yl)-5-(trifluoromethyl)-pyrimidin-2-yl)amino)piperidin-1-yl)sulfonyl)phenyl)methanol